(3S,3aS,6aR)-N-(2-amino-2-oxo-1-phthalazin-1-yl-ethyl)-2-[(2S)-3-methyl-2-[(2,2,2-trifluoroacetyl)amino]butanoyl]-3,3a,4,5,6,6a-hexahydro-1H-cyclopenta[c]pyrrole-3-carboxamide NC(C(C1=NN=CC2=CC=CC=C12)NC(=O)[C@@H]1[C@@H]2[C@H](CN1C([C@H](C(C)C)NC(C(F)(F)F)=O)=O)CCC2)=O